ClC=1C=C(C=C(C1)Cl)C=1OC2=C(N1)C=CC(=C2)C(=O)O trans-2-(3,5-dichlorophenyl)benzo-[d]oxazole-6-carboxylic acid